5-hexylthiophen-2-yl-terephthalic acid C(CCCCC)C1=CC=C(S1)C1=C(C(=O)O)C=CC(=C1)C(=O)O